(R)-1-(tert-butoxycarbonyl)piperidin-2-carboxylic acid C(C)(C)(C)OC(=O)N1[C@H](CCCC1)C(=O)O